D-glutamic acid-5-methyl ester COC(CC[C@@H](N)C(=O)O)=O